2-({6-[(1,3-Benzothiazol-2-yl)amino]-5-methylpyridazin-3-yl}(methyl)amino)-5-[3-(cyclohexyloxy)propyl]-1,3-thiazole-4-carboxylic acid S1C(=NC2=C1C=CC=C2)NC2=C(C=C(N=N2)N(C=2SC(=C(N2)C(=O)O)CCCOC2CCCCC2)C)C